(S)-3-(1-(4-(4-(3-(cyclopropylmethoxy)azetidine-1-carbonyl)-5-fluoropyrimidin-2-yl)piperazine-1-carbonyl)-4,5-dihydro-1H-pyrazol-5-yl)-5-fluorobenzonitrile C1(CC1)COC1CN(C1)C(=O)C1=NC(=NC=C1F)N1CCN(CC1)C(=O)N1N=CC[C@H]1C=1C=C(C#N)C=C(C1)F